4-[[3-[4-[[1-[4-(3-ethylphenyl)-2,6-difluoro-benzoyl]-4-piperidyl]methyl]piperidine-1-carbonyl]-4-fluoro-phenyl]methyl]-2H-phthalazin-1-one C(C)C=1C=C(C=CC1)C1=CC(=C(C(=O)N2CCC(CC2)CC2CCN(CC2)C(=O)C=2C=C(C=CC2F)CC2=NNC(C3=CC=CC=C23)=O)C(=C1)F)F